CN1C(N(C2=NC(=NC=C12)NC=1C(=CC=2N(C1)N=CN2)C)C2CCOCC2)=O 7-Methyl-2-[(7-methyl[1,2,4]triazolo[1,5-a]pyridin-6-yl)amino]-9-(tetrahydro-2H-pyran-4-yl)-7,9-dihydro-8H-purin-8-one